2-(5-(4-chlorophenyl)-1-(2,4-dichlorophenyl)-4-methyl-1H-pyrazol-3-yl)-N-methyl-2-oxo-N-phenylacetamide ClC1=CC=C(C=C1)C1=C(C(=NN1C1=C(C=C(C=C1)Cl)Cl)C(C(=O)N(C1=CC=CC=C1)C)=O)C